C(C)(C)[Si](OC1=CC=2CC[C@H]3[C@@H]4CCC([C@@]4(C)CC[C@@H]3C2C=C1)=O)(C(C)C)C(C)C 3-Triisopropylsilyloxy-estra-1,3,5(10)-trien-17-one